4-((1H-imidazol-1-yl)methyl)-1-(naphthalen-1-ylmethyl)-1H-1,2,3-triazole N1(C=NC=C1)CC=1N=NN(C1)CC1=CC=CC2=CC=CC=C12